COC1=CC=C(CN(S(=O)(=O)C=2C3=CN(N=C3C=C(C2)NC(CC2=C(C=CC=C2)Cl)=O)C(C2=CC=C(C=C2)F)=O)CC2=CC=C(C=C2)OC)C=C1 N-(4-(N,N-bis(4-methoxybenzyl)sulfamoyl)-2-(4-fluorobenzoyl)-2H-indazol-6-yl)-2-(2-chlorophenyl)acetamide